lead titanium [Ti].[Pb]